FC1=CC(=CC2=CN(N=C12)C)C=1N=CC2=C(N1)C=CN(C2=O)C2CCN(CC2)C(=O)OC(C)(C)C tert-butyl 4-(2-(7-fluoro-2-methyl-2H-indazol-5-yl)-5-oxopyrido[4,3-d]pyrimidin-6(5H)-yl)piperidine-1-carboxylate